C(C)OC(=O)C1=NN(C(C1)(C)C(=O)OCC)C1=C(C=C(C=C1)Cl)Cl (2,4-Dichlorophenyl)-5-(ethoxycarbonyl)-5-methyl-2-pyrazoline-3-carboxylic acid ethyl ester